1-hydroxy-5-aminoanthraquinone OC1=CC=CC=2C(C3=C(C=CC=C3C(C12)=O)N)=O